ClC1=NC=2CCCCC2C(N1)=O 2-chloro-5,6,7,8-tetrahydroquinazolin-4(3H)-one